2-(N-methyl-[1,1'-biphenyl]-3-carboxamido)-5-oxo-5H-thieno[3,2-b]pyran-6-carboxylic acid CN(C(=O)C=1C=C(C=CC1)C1=CC=CC=C1)C1=CC=2OC(C(=CC2S1)C(=O)O)=O